COCC1=C(C2=C3C(=CC=C2C=C1)C=CC=C3)COC bis(methoxymethyl)-benzonaphthalene